5-(1-((1H-pyrrolo[2,3-b]pyridin-6-yl)methyl)-4-hydroxypiperidin-4-yl)-2-(2,6-dioxopiperidin-3-yl)isoindoline-1,3-dione N1C=CC=2C1=NC(=CC2)CN2CCC(CC2)(O)C=2C=C1C(N(C(C1=CC2)=O)C2C(NC(CC2)=O)=O)=O